(1S,2R)-N-(5-((5-methoxypyridin-2-yl)ethynyl)-8-(methylamino)-2,7-naphthyridin-3-yl)-2-methylcyclopropane-1-carboxamide COC=1C=CC(=NC1)C#CC1=C2C=C(N=CC2=C(N=C1)NC)NC(=O)[C@@H]1[C@@H](C1)C